O=C1NC(CCC1C1=NN(C2=C(C=CC=C12)NC[C@@H]1CN(CCC1)C(=O)OC(C)(C)C)C)=O tert-butyl (3R)-3-(((3-(2,6-dioxopiperidin-3-yl)-1-methyl-1H-indazol-7-yl)amino)methyl)piperidine-1-carboxylate